N1=CC=C(C=C1)CNC(C)C1=CNC(C2=CC=CC=C12)=O 4-(1-((pyridin-4-ylmethyl)amino)ethyl)isoquinolin-1(2H)-one